CCC(CC)N1N=CC(=C1)C=1C=2N(C=C(N1)C=1C=NN(C1)CCN1C(CNCC1)=O)N=CC2 1-(2-(4-(4-(1-(pentan-3-yl)-1H-pyrazol-4-yl)pyrazolo[1,5-a]pyrazin-6-yl)-1H-pyrazol-1-yl)ethyl)piperazin-2-one